(1S,2S)-2-(3-chlorophenyl)-N-(6-(((6-cyclopropyl-8-(2-oxooxazolidin-3-yl)imidazo[1,2-b]pyridazin-2-yl)methyl)amino)pyrimidin-4-yl)cyclopropane-1-carboxamide ClC=1C=C(C=CC1)[C@@H]1[C@H](C1)C(=O)NC1=NC=NC(=C1)NCC=1N=C2N(N=C(C=C2N2C(OCC2)=O)C2CC2)C1